ClC=1C=C(C(=O)NC2=C3C(N(C=NC3=C(C=C2)F)CC2=C(C=CC=C2)OC(F)(F)F)=O)C=C(C1O)Cl 3,5-dichloro-N-(8-fluoro-4-oxo-3-{[2-(trifluoromethoxy)phenyl]methyl}-3,4-dihydroquinazolin-5-yl)-4-hydroxybenzamide